5-(oxazolidin-4-yl)-4-oxo-2-{[2-(trimethylsilyl)ethoxy]Methyl}-2H,4H,5H-pyrazolo[4,3-c]Pyridine-7-carboxamide O1CNC(C1)N1C(C=2C(C(=C1)C(=O)N)=NN(C2)COCC[Si](C)(C)C)=O